C[C@H]1CCCCC[C@@H](C(=O)[C@@H](CC(=O)O1)O)O The molecule is a hexaketide lactone isolated from the sponge-associated fungus Cladosporium sp. It is a diastereoisomer of pandangolide 1a. It has a role as a metabolite. It is a hexaketide, a secondary alpha-hydroxy ketone and a macrolide.